S1C(=CC=C1)C1=NC=NC=C1 4-(thiophen-2-yl)pyrimidin